ClC=1N=C(C2=C(N1)C=C(C(=N2)C)C)C2=C(C=C(C=C2)Cl)F 2-chloro-4-(4-chloro-2-fluorophenyl)-6,7-dimethylpyrido[3,2-d]pyrimidine